5-[4-[(3S)-1-(3-fluoropropyl)pyrrolidin-3-yl]oxyphenyl]-6-[2-(trifluoromethyl)pyrimidin-5-yl]-8,9-dihydro-7H-benzo[7]annulen-2-ol FCCCN1C[C@H](CC1)OC1=CC=C(C=C1)C1=C(CCCC2=C1C=CC(=C2)O)C=2C=NC(=NC2)C(F)(F)F